C[N+](CCCCCCCCCCCCCCCCCC)(CCCCCCCCCCCCCCCCCC)C Dimethyldioctadecyl-ammonium